2-amino-9-((2r,3r,5s)-5-((R)-2-fluoro-1-hydroxyethyl)-3-hydroxytetrahydrofuran-2-yl)-7-(prop-2-yn-1-yl)-7,9-dihydro-8H-purin-8-one NC1=NC=C2N(C(N(C2=N1)[C@@H]1O[C@@H](C[C@H]1O)[C@H](CF)O)=O)CC#C